6-bromo-1-(4-methoxybenzyl)-3-methyl-3,4-dihydroquinolin-2(1H)-one BrC=1C=C2CC(C(N(C2=CC1)CC1=CC=C(C=C1)OC)=O)C